6-Bromoimidazo[1,2-a]pyridine-2-carboxylic acid ethyl ester C(C)OC(=O)C=1N=C2N(C=C(C=C2)Br)C1